(S)-6'-(1-amino-4-hydroxy-1,3-dihydrospiro[indene-2,4'-piperidin]-1'-yl)-2'-oxo-1',2'-dihydro-[3,3'-bipyridine]-2-carbonitrile N[C@@H]1C2=CC=CC(=C2CC12CCN(CC2)C2=CC=C(C(N2)=O)C=2C(=NC=CC2)C#N)O